C(C)N1C(NC2=C(C1=O)C=C(S2)CN2CC1(CN(C1)C=1C=CC(=NC1)C(=O)NC)C2)=O 5-(6-((3-ethyl-2,4-dioxo-1,2,3,4-tetrahydrothieno[2,3-d]pyrimidin-6-yl)methyl)-2,6-diazaspiro[3.3]heptan-2-yl)-N-methylpicolinamide